tert-butyl 7-((2-ethyl-1-(6-(2-hydroxypropan-2-yl)pyridin-2-yl)-3-oxo-2,3-dihydro-1H-pyrazolo[3,4-d]pyrimidin-6-yl)amino)-3,4-dihydroisoquinoline-2(1H)-carboxylate C(C)N1N(C2=NC(=NC=C2C1=O)NC1=CC=C2CCN(CC2=C1)C(=O)OC(C)(C)C)C1=NC(=CC=C1)C(C)(C)O